CC1(COB(OC1)C1=C(C(=O)[O-])C=CC=C1OC)C 2-(5,5-dimethyl-1,3,2-dioxaborinan-2-yl)-3-methoxy-benzoate